FC1=CC=C(C=C1)C=1C=CC(=NC1)C1(CC1)NC(OC1CCN2CCC1CC2)=O 1-azabicyclo[3.2.2]non-4-yl {1-[5-(4-fluorophenyl)pyridin-2-yl]cyclopropyl}carbamate